C(C1=CC=CC=C1)SC=1C(=CC(=NC1)Cl)C1=CC(=CC=C1)OC 5-(benzylthio)-2-chloro-4-(3-methoxyphenyl)pyridine